C1(CCCCC1)C(=O)[O-] cyclohexan-1-carboxylate